FC(C(C[N+](=O)[O-])(O)C)(F)F 1,1,1-trifluoro-2-methyl-3-nitropropan-2-ol